5-Bromo-N-(2-methoxy-5-methyl-4-(4-(4-methylpiperazin-1-yl)piperidin-1-yl)phenyl)-N-(2-((3-Methylazetidin-3-yl)oxy)phenyl)pyrimidine-2,4-diamine BrC=1C(=NC(=NC1)N(C1=C(C=CC=C1)OC1(CNC1)C)C1=C(C=C(C(=C1)C)N1CCC(CC1)N1CCN(CC1)C)OC)N